CN(CCCC(=O)OC(CCCN(C)C)=O)C 4-(dimethylamino)butanoic anhydride